Methyl 2-(chloromethyl)-1-((4-methylpyridin-2-yl)methyl)-1H-benzo[d]imidazole-6-carboxylate Methyl-4-amino-3-(((4-methylpyridin-2-yl)methyl)amino)benzoate COC(C1=CC(=C(C=C1)N)NCC1=NC=CC(=C1)C)=O.ClCC1=NC2=C(N1CC1=NC=CC(=C1)C)C=C(C=C2)C(=O)OC